FC(S(=O)(=O)OC1=NC=CC2=CN=C(C=C12)NC1=CC=C(C=C1)S(=O)(=NC(=O)OC(C)(C)C)C)(F)F 7-((4-(N-(tert-butoxycarbonyl)-S-methylsulfonimidoyl)phenyl)amino)-2,6-naphthyridin-1-yl trifluoromethanesulfonate